1-(4-(benzylamino)-7-(morpholin-2-yl)pyrrolo[2,1-f][1,2,4]triazin-2-yl)-2-methyl-1H-indole-4-carboxamide C(C1=CC=CC=C1)NC1=NC(=NN2C1=CC=C2C2CNCCO2)N2C(=CC=1C(=CC=CC21)C(=O)N)C